COC=1C=C(CNC(=O)NC2=CC(=C(C=C2)F)Cl)C=CC1OCCN1CCN(CC1)C1=CC=C(C=C1)OC 1-{3-methoxy-4-{2-[4-(4-methoxyphenyl)piperazin-1-yl]ethoxy}benzyl}-3-(3-chloro-4-fluorophenyl)urea